5-acetamido-N,N'-bis(2,3-dihydroxypropyl)-2,4,6-triiodo-isophthalamide C(C)(=O)NC=1C(=C(C(=C(C(=O)NCC(CO)O)C1I)I)C(=O)NCC(CO)O)I